FC(C(=O)N1[C@@H]([C@@H]2[C@H](C1)CCC2)C(=O)N[C@@H](C[C@H]2C(NCC2)=O)C(CF)=O)(C2=CC(=CC=C2)F)F (1S,3aR,6aS)-2-(2,2-difluoro-2-(3-fluorophenyl)acetyl)-N-((S)-4-fluoro-3-oxo-1-((S)-2-oxopyrrolidin-3-yl)butan-2-yl)octahydrocyclopenta[c]pyrrole-1-carboxamide